CCCCCC(CCCCCC(CCCCCCC)O)O nonadecane-6,12-diol